C(C)C(C(=O)[O-])CC(=O)[O-] Ethylsuccinat